6-[3-(6-fluoro-2-pyridyl)-7,8-dihydro-5H-1,6-naphthyridin-6-yl]-5-methyl-pyridine FC1=CC=CC(=N1)C=1C=NC=2CCN(CC2C1)C1=C(C=CC=N1)C